7,7-dimethyl-7H-benzo[c]fluorene CC1(C=2C=CC=CC2C=2C3=C(C=CC12)C=CC=C3)C